(2S)-2-Amino-3-fluoro-3-(pyridin-2-yl)propan-1-ol N[C@@H](CO)C(C1=NC=CC=C1)F